OC1=C(C=C(C=C1)OCC1=NC=C(C=C1)OC)NC(=O)C=1C=CC(=NC1)C(=O)NC 5-N-{2-hydroxy-5-[(5-methoxypyridin-2-yl)methoxy]phenyl}-2-N-methylpyridin-2,5-dicarboxamide